2,4-difluoro-5-methoxyaniline FC1=C(N)C=C(C(=C1)F)OC